ClC=1C=C(C=2CC[C@H](C2C1)O)S(=O)(=O)NC1=C(C(=C(C=C1)F)C=1C=C2C=NC(=NC2=CC1F)NC1CCN(CC1)CCOC)F (1R)-6-chloro-N-(2,4-difluoro-3-(7-fluoro-2-((1-(2-methoxyethyl)piperidin-4-yl)amino)quinazolin-6-yl)phenyl)-1-hydroxy-2,3-dihydro-1H-indene-4-sulfonamide